ethyl 3-(((1-(3-((2-(benzyloxy)-1-(4-chloro-2-methoxyphenyl)-2-oxoethyl)amino)-5-methoxyphenyl)ethylidene)amino)oxy)propanoate C(C1=CC=CC=C1)OC(C(C1=C(C=C(C=C1)Cl)OC)NC=1C=C(C=C(C1)OC)C(C)=NOCCC(=O)OCC)=O